3-{4-[8-amino-3-methyl-5-({[(3S)-piperidin-3-yl]amino}methyl)imidazo[1,5-a]pyrazin-1-yl]naphthalen-1-yl}-1-[3-(trifluoromethyl)phenyl]urea NC=1C=2N(C(=CN1)CN[C@@H]1CNCCC1)C(=NC2C2=CC=C(C1=CC=CC=C21)NC(NC2=CC(=CC=C2)C(F)(F)F)=O)C